[(Z)-[amino-[4-[(1S)-1-(2-chloro-5,6-dimethyl-pyrimidin-4-yl)oxyethyl]phenyl] methylene] amino] cyclopropanecarboxylate C1(CC1)C(=O)O\N=C(\C1=CC=C(C=C1)[C@H](C)OC1=NC(=NC(=C1C)C)Cl)/N